2-[1-[(2,3-difluorophenyl)methyl]-5-oxopyrrolidin-2-yl]-N',N'-dimethylacetohydrazid FC1=C(C=CC=C1F)CN1C(CCC1=O)CC(=O)NN(C)C